N1C(=NC=2C=3C(=CC=CC13)OC=CN2)C(=O)[O-] [1,4]oxazepino[5,6,7-de]quinazoline-2(1H)-carboxylate